FC(OC1=C(C=C(C=C1)C)[C@@H]1CCN2N1C=1C=C(C(=CC1C2=O)F)C=2C=NC(=NC2)C(C)(C)O)F (S)-3-(2-(difluoromethoxy)-5-methylphenyl)-7-fluoro-6-(2-(2-hydroxypropan-2-yl)pyrimidin-5-yl)-2,3-dihydro-1H,9H-pyrazolo[1,2-a]indazol-9-one